ClC=1C2=CN(N=C2C=CC1C1=NNC2=NC(=C(N=C21)C)N2CCC1([C@@H]([C@@H](OC1)C)N)CC2)C (3S,4S)-8-[3-(4-chloro-2-methyl-2H-indazol-5-yl)-5-methyl-1H-pyrazolo[3,4-b]Pyrazin-6-yl]-3-methyl-2-oxa-8-azaspiro[4.5]Decan-4-amine